CN(C=1N=NN(C1)CC(=O)N1[C@@H](C[C@H](C1)F)C(=O)N[C@H](C1=NC=C(C=C1)C(C)C)C1=CC=CC=C1)C (2S,4R)-1-{2-{4-(dimethylamino)-1H-1,2,3-triazol-1-yl}acetyl}-4-fluoro-N-[(S)-phenyl[5-(propan-2-yl)pyridin-2-yl]methyl]pyrrolidine-2-carboxamide